4-(2-(Isopropylthio)-4-methylthiazol-5-yl)N-(5-(4-methylpiperazin-1-yl)pyridin-2-yl)pyrimidin-2-amine C(C)(C)SC=1SC(=C(N1)C)C1=NC(=NC=C1)NC1=NC=C(C=C1)N1CCN(CC1)C